NC=1C=C(C=CC1)P(OC)(OC)=O Dimethyl (3-aminophenyl)phosphonate